C[Si](OC[C@@H]1[C@H]([C@H](C[C@H]1OC1OCCCC1)OC=1C(=C(C(=O)[O-])C=CC1C=C)C)C=CC)(C(C)(C)C)C 3-{[(1S,2R,3S,4R)-3-({[dimethyl(2-methyl-2-propanyl)silyl]oxy}methyl)-2-(1-propen-1-yl)-4-(tetrahydro-2H-pyran-2-yloxy)cyclopentyl]oxy}-2-methyl-4-vinylbenzoate